N-ethyl-5-fluoro-2-((5-(2-((R)-6-(((R)-2-hydroxy-3-methoxypropyl)(methyl)amino)-2-methylhex-3-yl)-2,6-diazaspiro[3.4]oct-6-yl)-1,2,4-triazin-6-yl)oxy)-N-isopropylbenzamide fumarate C(\C=C\C(=O)O)(=O)O.C(C)N(C(C1=C(C=CC(=C1)F)OC1=C(N=CN=N1)N1CC2(CN(C2)[C@@H](C(C)C)CCCN(C)C[C@H](COC)O)CC1)=O)C(C)C